1-[1-(4-chlorophenyl)-3-methyl-1H-1,2,4-triazol-5-yl]methanamine ClC1=CC=C(C=C1)N1N=C(N=C1CN)C